4-(1-oxopropyl)phenolate O=C(CC)C1=CC=C(C=C1)[O-]